COC=1C=C(CNCCNCCN)C=CC1OC 3,4-dimethoxybenzyl-diethylenetriamine